ClC1=NC=C(C(=N1)C1=CC=C2C(C(=C(N(C2=C1)C(C)C)CN1[C@H](COC[C@@H]1C)C)C)=O)F 7-(2-chloro-5-fluoro-pyrimidin-4-yl)-2-[[(3S,5S)-3,5-dimethylmorpholin-4-yl]methyl]-1-isopropyl-3-methyl-quinolin-4-one